[3-(1-piperazinyl)propyl]methyldimethoxysilane N1(CCNCC1)CCC[Si](OC)(OC)C